1-((3S,4R,5R)-3-fluoro-4-hydroxy-5-(hydroxymethyl)-3-methyltetrahydrofuran-2-yl)pyrimidine-2,4(1H,3H)-dione F[C@@]1(C(O[C@@H]([C@H]1O)CO)N1C(NC(C=C1)=O)=O)C